ClC1=CC(=C(C=C1O)N1C(C2CC=CCC2C1=O)=O)F 2-(4-chloro-2-fluoro-5-hydroxyphenyl)-3a,4,7,7a-tetrahydro-1H-isoindole-1,3(2H)-dione